1-benzyl 4-methyl (R)-azepane-1,4-dicarboxylate N1(CC[C@@H](CCC1)C(=O)OC)C(=O)OCC1=CC=CC=C1